COC=1C=C(C=C2C(=NC=NC12)N[C@H](C)C=1C=NC(=NC1)C(F)(F)F)O (R)-8-methoxy-4-((1-(2-(trifluoromethyl)pyrimidin-5-yl)ethyl)amino)quinazolin-6-ol